C(C)OC(=O)C1(COC(OC1)=O)C 5-methyl-2-oxo-1,3-dioxane-5-carboxylic acid ethyl ester